tert-butyl (4-(2-(2-formamidopyridin-3-yl)-5-formyl-3H-imidazo[4,5-b]pyridin-3-yl)benzyl)carbamate C(=O)NC1=NC=CC=C1C1=NC=2C(=NC(=CC2)C=O)N1C1=CC=C(CNC(OC(C)(C)C)=O)C=C1